ClC1=C(C(=O)N(C)OC)C=C(C=N1)F 2-Chloro-5-fluoro-N-methoxy-N-methylnicotinamide